2-chloro-3-(2-(dimethylamino)ethyl)-1H-indol-4-yl acetate C(C)(=O)OC1=C2C(=C(NC2=CC=C1)Cl)CCN(C)C